O=C1N(C(C2=CC=CC=C12)=O)C1COC(OC1)[C@H](CN(C1=CC(=C(C#N)C=C1)F)CC1=CC(=C(C=C1)S(=O)(=O)C)F)O 4-(((S)-2-((2r,5S)-5-(1,3-dioxoisoindolin-2-yl)-1,3-dioxan-2-yl)-2-hydroxyethyl)(3-fluoro-4-(methylsulfonyl)benzyl)amino)-2-fluorobenzonitrile